O1CCOC12CCC(CC2)N2N=C(C(=C2)C(=O)O)OCCCOC 1-{1,4-dioxaspiro[4.5]dec-8-yl}-3-(3-methoxypropoxy)-1H-pyrazole-4-carboxylic acid